1-(2,5-difluorophenyl)-3-[1-(3,5-difluorophenyl)-5-oxopyrrolidine-3-yl]urea FC1=C(C=C(C=C1)F)NC(=O)NC1CN(C(C1)=O)C1=CC(=CC(=C1)F)F